[N+](=O)([O-])C1=CC=C(O1)CN1CCN(CC1)C1=CC=C(C=O)C=C1 4-{4-[(5-Nitrofuran-2-yl)methyl]piperazin-1-yl}benzaldehyde